CCC(C)(O)C1=CC(=C(C=C1)OC1=C(C=C(C=C1C)F)C)Br methyl-2-(3-bromo-4-(4-fluoro-2,6-dimethylphenoxy)phenyl)propan-2-ol